CN(C(OC(C)(C)C)=O)CCNC tert-Butyl N-methyl-N-(2-methylaminoethyl)carbamate